NCCC[Si](OCC)(OCC)C γ-aminopropylmethyl-diethoxysilane